(4-(4-chloro-7-(cyclopropylmethyl)-7H-pyrrolo[2,3-d]pyrimidin-5-yl)phenyl)carbamic acid tert-butyl ester C(C)(C)(C)OC(NC1=CC=C(C=C1)C1=CN(C=2N=CN=C(C21)Cl)CC2CC2)=O